CN(C)CC=1C=C(N\C(\C2=CC=CC=C2)=C\2/C(NC3=CC(=CC=C23)C(N)=O)=O)C=CC1 3-Z-[1-(3-(dimethylaminomethyl)-anilino)-1-phenyl-methylene]-6-carbamoyl-2-indolinone